COC1=CC=C(C=C1)I p-methoxyiodobenzene